(1-(2-iodophenyl)-2-(4,4,5,5-tetramethyl-1,3,2-dioxaborolan-2-yl)allyl)diphenylphosphine oxide IC1=C(C=CC=C1)C(C(=C)B1OC(C(O1)(C)C)(C)C)P(C1=CC=CC=C1)(C1=CC=CC=C1)=O